2-(4-(2-(4-(methylsulfinyl)phenyl)furo[3,2-b]pyridin-7-yl)pyridin-2-yl)propan-2-ol CS(=O)C1=CC=C(C=C1)C1=CC2=NC=CC(=C2O1)C1=CC(=NC=C1)C(C)(C)O